O=C1NC(CCC1N1C(C2=CC=C(C=C2C1=O)NCCCCCC(N1CCC(CC1)C1=CC=CC=C1)=O)=O)=O 2-(2,6-dioxopiperidin-3-yl)-5-((6-oxo-6-(4-phenylpiperidin-1-yl)hexyl)amino)isoindoline-1,3-dione